Cl.NC1CCCC2=CC(=CC=C12)C#N 1-aminotetralin-6-carbonitrile hydrochloride